6-(4,4'-bipiperidin-1-yl)-8-chloroisoquinolin-1(2H)-one hydrochloride Cl.N1(CCC(CC1)C1CCNCC1)C=1C=C2C=CNC(C2=C(C1)Cl)=O